propylene oxide monomethacrylate C(C(=C)C)(=O)O.C1C(C)O1